COC(C1=CC(=CC(=C1)C1(CC1)C#N)Cl)=O 3-chloro-5-(1-cyanocyclopropyl)benzoic acid methyl ester